N-[2-({[3-chloro-1-(2,6-difluorophenyl)-6-methyl-2-oxo-1,2-dihydropyridin-4-yl]oxy}methyl)-5-fluorobenzyl]-N'-phenylurea ClC=1C(N(C(=CC1OCC1=C(CNC(=O)NC2=CC=CC=C2)C=C(C=C1)F)C)C1=C(C=CC=C1F)F)=O